ClC=1C(=C(C=CC1)NN1C(=CC=2C(NCCC21)=O)C2=NC(=NC=C2)NC[C@@H]2OCC2)OC (R)-((3-chloro-2-methoxyphenyl)amino)-2-(2-((oxetan-2-ylmethyl)amino)pyrimidin-4-yl)-1,5,6,7-tetrahydro-4H-pyrrolo[3,2-c]pyridin-4-one